3,5-bistrifluoromethyl-fluorobenzene (S)-tert-butyl-(7-(2-ethyl-1,3-dioxolan-2-yl)-1-(2-(7-methoxy-2-methylquinoline-6-carbonyl)hydrazinyl)-1-oxoheptan-2-yl)carbamate C(C)(C)(C)N(C(O)=O)[C@H](C(=O)NNC(=O)C=1C=C2C=CC(=NC2=CC1OC)C)CCCCCC1(OCCO1)CC.FC(C=1C=C(C=C(C1)C(F)(F)F)F)(F)F